C(C(=C)C)(=O)O.OCCOC1=CC=C(C(=O)C2=CC=CC=C2)C=C1 4-hydroxyethyloxybenzophenone methacrylate